OC=1C=C(C=C(C1)C1=C(C=CC=C1C)C)C=O 5-hydroxy-2',6'-dimethyl-[1,1'-biphenyl]-3-carbaldehyde